CC1N(CCC(C1)SC)C(=O)OC(C)(C)C tert-butyl 2-methyl-4-methylsulfanyl-piperidine-1-carboxylate